FC1=NN(C=C1C=1C=CC(=C(C1)O)C=1N=NC(=CC1)O[C@@H]1[C@@H]([C@H]2CCC[C@@H](C1)N2)F)C 5-(3-fluoro-1-methyl-1H-pyrazol-4-yl)-2-(6-(((1r,2r,3s,5s)-2-fluoro-9-azabicyclo[3.3.1]non-3-yl)oxy)pyridazin-3-yl)phenol